6-(2-((3-(3,5-dichloropyridin-4-yl)-5-(methoxymethyl)isoxazol-4-yl)methylene)-7-azaspiro[3.5]non-7-yl)-4-(trifluoromethyl)quinoline-2-carboxylic acid ClC=1C=NC=C(C1C1=NOC(=C1C=C1CC2(C1)CCN(CC2)C=2C=C1C(=CC(=NC1=CC2)C(=O)O)C(F)(F)F)COC)Cl